(3-(trifluoromethyl)phenoxy)benzo[d][1,3]dioxol-4-amine FC(C=1C=C(OC2OC3=C(O2)C=CC=C3N)C=CC1)(F)F